2-(2-Aminopyridin-4-yl)-N-(6-(4-(hydroxymethyl)piperidin-1-yl)-2,2-dimethyl-2,3-dihydrofuro[2,3-b]pyridin-5-yl)oxazole-4-carboxamide NC1=NC=CC(=C1)C=1OC=C(N1)C(=O)NC=1C=C2C(=NC1N1CCC(CC1)CO)OC(C2)(C)C